Cl.C1C(CC2CCCCCC12)N Decahydroazulene-2-amine hydrochloride